1-(6-(3-methoxypropyl)-3-(1-methyl-1H-pyrazolo[3,4-b]pyridin-5-yl)pyrazin-2-yl)piperidine-4-carboxylic acid COCCCC1=CN=C(C(=N1)N1CCC(CC1)C(=O)O)C=1C=C2C(=NC1)N(N=C2)C